FC=1C=C(C=CC1)C1CN(CCC1)CC1=CC=C(C(=O)NO)C=C1 4-((3-(3-fluorophenyl)piperidin-1-yl)methyl)-N-hydroxybenzoamide